4-fluoro-4-(((3-methoxy-4-(methoxycarbonyl)phenyl)amino)methyl)piperidine-1-carboxylic acid tert-butyl ester C(C)(C)(C)OC(=O)N1CCC(CC1)(CNC1=CC(=C(C=C1)C(=O)OC)OC)F